(R)-1'-(5-Amino-1-(1-(trifluoromethyl)cyclopropyl)-1H-pyrazole-4-carbonyl)-6-chloro-5-fluorospiro[benzo[d][1,3]oxazine-4,3'-piperidin]-2(1H)-one NC1=C(C=NN1C1(CC1)C(F)(F)F)C(=O)N1C[C@@]2(CCC1)C1=C(NC(O2)=O)C=CC(=C1F)Cl